ClC1=CN(C(C2=CC(=C(C=C12)C1=NC=C(C=N1)OC)F)=O)C[C@H]1C[C@H](CCC1)NC=1C=NN(C(C1C(F)(F)F)=O)COCC[Si](C)(C)C 4-chloro-7-fluoro-6-(5-methoxypyrimidin-2-yl)-2-[[(1R,3S)-3-[[6-oxo-5-(trifluoromethyl)-1-(2-trimethylsilylethoxymethyl)pyridazin-4-yl]amino]cyclohexyl]methyl]isoquinolin-1-one